C(CCC)OCCC(=O)N(CCCCC)CCCCC 3-butoxy-N,N-dipentylpropanamide